1-[[[3-acetyl-6-[6-[(6-methylpyridazin-3-yl)amino]benzimidazol-1-yl]-2-pyridyl]amino]methyl]cyclopropanecarbonitrile C(C)(=O)C=1C(=NC(=CC1)N1C=NC2=C1C=C(C=C2)NC=2N=NC(=CC2)C)NCC2(CC2)C#N